C(CCCCCCC\C=C/CCCC)OC(CC)=O.NC1=NC=2C=NC(=CC2C2=C1COC2)C(=O)N2[C@H](CCCC2)C2=CC=C(C=C2)C(F)(F)F (4-amino-1,3-dihydrofuro[3,4-c][1,7]naphthyridin-8-yl)-[(2R)-2-[4-(trifluoromethyl)phenyl]-1-piperidinyl]methanone (Z)-tetradec-9-en-1-yl-propionate